ClC=1C=C(C=CC1)C(=O)N1CC(/C(/CC1)=C/C#CC1=CC(=CC=C1)Cl)(C)C (3-chlorophenyl){(4E)-4-[3-(3-chlorophenyl)prop-2-yn-1-ylidene]-3,3-dimethylpiperidin-1-yl}methanone